C(C)(C)(C)OC(C(CC(CO)(C)O)N)=O amino-4,5-dihydroxy-4-methylpentanoic acid tert-butyl ester